C1(=CC=CC=C1)C=1C(=NC(=CC1N=N)N)N 3-phenyl-diazenylpyridine-2,6-diamine